F[B-](CCOC)(F)F.[K+] potassium trifluoro(2-methoxyethyl)boranuide